C(CC(C)C)NC(=O)C=1NC=CC1 N-isopentyl-1H-pyrrole-2-carboxamide